C(C)(C)N1N=C(C=C1)C=1C(=C2C(=NC(=NN2C1)C=1N(C=CN1)C)NC1=NC=CC=N1)C 6-(1-Isopropyl-1H-pyrazol-3-yl)-5-methyl-2-(1-methyl-1H-imidazol-2-yl)-N-(pyrimidin-2-yl)pyrrolo[2,1-f][1,2,4]triazin-4-amine